[Ru].ClC1=CC=2C(N=C1C1=CC(=CC3=CC=CC=C13)OC)=NSC2N2CCN(CC2)C(C=C)=O 1-(4-(5-chloro-6-(3-methoxynaphthalen-1-yl)isothiazolo[3,4-b]pyridin-3-yl)piperazin-1-yl)prop-2-en-1-one Ruthenium